rel-5-(2-fluoro-6-hydroxy-3-(((1R,2R)-2-((4-methylpiperazin-1-yl)methyl)cyclopropyl)ethynyl)phenyl)-1,2,5-thiadiazolidin-3-one 1,1-dioxide FC1=C(C(=CC=C1C#C[C@H]1[C@@H](C1)CN1CCN(CC1)C)O)N1CC(NS1(=O)=O)=O |o1:9,10|